(cis)-Methyl 4-(2-chloro-4-fluorophenyl)-6-(1-((3-(hydroxymethyl)cyclobutyl)sulfonyl)piperidin-4-yl)-2-(thiazol-2-yl)-1,4-dihydropyrimidine-5-carboxylate ClC1=C(C=CC(=C1)F)C1N=C(NC(=C1C(=O)OC)C1CCN(CC1)S(=O)(=O)[C@@H]1C[C@@H](C1)CO)C=1SC=CN1